ClC1=CC=C(C=C1)C=1N=C2N(C=CC=C2)C1CC=1C(=NC(=CC1C)OC)C(=O)N1CCNCC1 [2-(4-chlorophenyl)imidazo[1,2-a]pyridin-3-yl]methyl[piperazin-1-yl](6-methoxy-4-methylpyridin-2-yl)methanone